NC=1C=C(C=C(C1C)F)C=1OC=C(N1)C1CN(C1)C(=O)OC methyl 3-(2-(3-amino-5-fluoro-4-methylphenyl)oxazol-4-yl)azetidine-1-carboxylate